(R)-N-Boc-3-(hydroxymethyl)piperidine C(=O)(OC(C)(C)C)N1C[C@@H](CCC1)CO